N-(4-(2-(1H-Pyrrolo[2,3-b]pyridin-3-yl)propyl)-6-(((R)-1-hydroxy-4-methylpentan-2-yl)amino)-1,3,5-triazin-2-yl)methanesulfonamide N1C=C(C=2C1=NC=CC2)C(CC2=NC(=NC(=N2)N[C@@H](CO)CC(C)C)NS(=O)(=O)C)C